OC=1C(=NC=C(C1)C(F)(F)F)C1(CC1)C(=O)N[C@H]1CN(C[C@H](C1)C)C1=NN=NN1 1-(3-hydroxy-5-(trifluoromethyl)pyridin-2-yl)-N-((3R,5S)-5-methyl-1-(1H-tetrazol-5-yl)piperidin-3-yl)cyclopropane-1-carboxamide